4-benzyl-2,2,6-trifluoro-3,4-dihydro-1-naphthalenone C(C1=CC=CC=C1)C1CC(C(C2=CC=C(C=C12)F)=O)(F)F